CON(C(=O)C12CC(C1)(C2)C)C N-methoxy-N,3-dimethyl-bicyclo[1.1.1]pentane-1-carboxamide